tributylphosphine tetraphenyl-borate methyl-2-((2-aminoethyl)(cyclopentyl)amino)-2-oxoacetate COC(C(=O)N(C1CCCC1)CCN)=O.C1(=CC=CC=C1)[B-](C1=CC=CC=C1)(C1=CC=CC=C1)C1=CC=CC=C1.C(CCC)P(CCCC)CCCC